ClC=1C=2N(N=CC1C(=O)N)C=CC2 4-chloropyrrolo[1,2-b]pyridazine-3-carboxamide